(S)-(1-(4,5-dichloro-2-ethoxybenzyl)pyrrolidin-3-yl)methanamine difumarate C(\C=C\C(=O)O)(=O)O.C(\C=C\C(=O)O)(=O)O.ClC1=CC(=C(CN2C[C@@H](CC2)CN)C=C1Cl)OCC